1-(2-chloro-4,6-difluorophenyl)-7-[(3R,4R)-3,4-dihydroxypyrrolidin-1-yl]-6-fluoro-4-oxo-N-[(2S)-1,1,1-trifluorobut-2-yl]-1,4-dihydro-1,8-naphthyridine-3-carboxamide ClC1=C(C(=CC(=C1)F)F)N1C=C(C(C2=CC(=C(N=C12)N1C[C@H]([C@@H](C1)O)O)F)=O)C(=O)N[C@H](C(F)(F)F)CC